[I-].FC=1C(=C(C=CC1)N\N=C\C=N\[N+](C)(C)C)C(=O)OC (E)-2-((E)-2-(2-(3-fluoro-2-(methoxycarbonyl)phenyl)hydrazineylidene)ethylidene)-1,1,1-trimethylhydrazin-1-ium iodide